C(C)(C)(C)OC(=O)C1C2CCCC1CCC2 bicyclo[3.3.1]Nonane-9-carboxylic acid tert-butyl ester